F[C@@H]1[C@@H](C1)C(=O)NC=1SC2=C(C=C(C=3N2N=CN3)C=3C=NC(=CC3C)[C@H](CCC)O)N1 (1S,2S)-2-fluoro-N-(5-(6-((S)-1-hydroxybutyl)-4-methylpyridin-3-yl)thiazolo[4,5-e][1,2,4]triazolo[1,5-a]pyridin-2-yl)cyclopropane-1-carboxamide